(3-(4,5-diiodo-2-isopropyl-1H-imidazol-1-yl)bicyclo[1.1.1]pentan-1-yl)carbamic acid tert-butyl ester C(C)(C)(C)OC(NC12CC(C1)(C2)N2C(=NC(=C2I)I)C(C)C)=O